2-((3-((tert-butyldimethylsilyl)oxy)phenyl)amino)-N-(2-(phenylthio)phenyl)acetamide [Si](C)(C)(C(C)(C)C)OC=1C=C(C=CC1)NCC(=O)NC1=C(C=CC=C1)SC1=CC=CC=C1